FC1=C(C=CC(=C1)F)C1=CC(=CC=C1)B(O)O (2',4'-difluoro-[1,1'-biphenyl]-3-yl)boronic acid